BrC1=CC(=C(C(=O)NCCN)C=C1)NC(=O)NC1=CC(=CC(=C1)F)Cl 4-bromo-2-[3-(3-chloro-5-fluorophenyl)ureido]-N-(2-amino-ethyl)benzamide